FC1(CCN(CC1)C1=NC(=NC=C1)NC(C1=C(C=C(C=C1)S(NCCO)(=O)=O)N1CCC2(CC2)CC1)=O)F N-(4-(4,4-difluoropiperidin-1-yl)pyrimidin-2-yl)-4-(N-(2-hydroxyethyl)sulfamoyl)-2-(6-azaspiro[2.5]octan-6-yl)benzamide